2-Amino-3-methyl-caproic acid NC(C(=O)O)C(CCC)C